C(C)[C@@H]1CC(N(CCC1)C1=CC=C(C=N1)C=1C=C2C(N(C=NC2=CC1)CCC)=O)=O (S)-6-(6-(4-ethyl-2-oxoazepan-1-yl)pyridin-3-yl)-3-propylquinazolin-4(3H)-one